[Si](C)(C)(C(C)(C)C)O[C@@H]1[C@@H](CCC1)NCC=1C(=C(C2=C(N=C(O2)C=2C=C(C=CC2)C2=C(C=C(C=C2)F)C2=NN=CN2C)C1)F)F (1R,2S)-2-((tert-Butyldimethylsilyl)oxy)-N-((6,7-difluoro-2-(4'-fluoro-2'-(4-methyl-4H-1,2,4-triazol-3-yl)-[1,1'-biphenyl]-3-yl)benzo[d]oxazol-5-yl)methyl)cyclopentan-1-amine